COC(=O)C=1C(=NC(=CC1)C1=CC=CC=2CN(COC21)C(C2=C(C=C(C=C2Cl)Br)Cl)=O)N2CCCCC2 6-[3-(4-bromo-2,6-dichlorobenzoyl)-2,4-dihydro-1,3-benzoxazin-8-yl]-2-piperidin-1-ylpyridine-3-carboxylic acid methyl ester